3-[[6-(difluoromethoxy)-4-[2-[(2,6-dimethylpyrimidin-4-yl)amino]imidazo[1,2-a]pyrazin-6-yl]-3-pyridyl]oxy]-2,2-dimethyl-propanenitrile FC(OC1=CC(=C(C=N1)OCC(C#N)(C)C)C=1N=CC=2N(C1)C=C(N2)NC2=NC(=NC(=C2)C)C)F